3-((2,6-Dimethylphenyl)diazenyl)-3-methyl-2,3-dihydro-4H-benzo[4,5]imidazo[2,1-b][1,3]thiazin-4-one CC1=C(C(=CC=C1)C)N=NC1(C(N2C(SC1)=NC1=C2C=CC=C1)=O)C